2-(((2-amino-5-methoxyphenyl)thio)methyl)hexanoic acid NC1=C(C=C(C=C1)OC)SCC(C(=O)O)CCCC